CC1=C(C=C(C=C1)C1=CC=CC=C1)N (4-methyl-[1,1'-biphenyl]-3-yl)amine